Ethyl-7-[4-(4-chloro-1H-pyrazol-1-yl)piperidin-1-yl]-3-oxa-9-azabicyclo[3.3.1]nonan-9-carboxylat C(C)OC(=O)N1C2COCC1CC(C2)N2CCC(CC2)N2N=CC(=C2)Cl